CS(=O)(=O)C1=CC=C(C=C1)C1=C(C(OC1)=O)C1=C(C=CC=C1)OC(C=C)=O acrylic acid 2-[4-(4-methanesulfonyl-phenyl)-2-oxo-2,5-dihydro-furan-3-yl]-phenyl ester